FC1(C[C@@H](CC1)NC1=NC=C2N=C(N(C2=N1)C1CCC(CC1)C(=O)N)NC1=C(C=C(C=C1F)F)F)F (1R,4s)-4-(2-((S)-3,3-difluorocyclopentylamino)-8-(2,4,6-trifluorophenylamino)-9H-purin-9-yl)cyclohexanecarboxamide